1-methyl-pyrazolo[3,4-d]pyrimidin-4-amine CN1N=CC=2C1=NC=NC2N